(2R)-1-[(4aR,8aS)-3,4,4a,5,6,7,8,8a-Octahydro-2H-quinolin-1-yl]-2-[cyclopropyl-[(4-methoxyphenyl)methyl]amino]-3-hydroxy-propan-1-one N1(CCC[C@H]2CCCC[C@H]12)C([C@@H](CO)N(CC1=CC=C(C=C1)OC)C1CC1)=O